OC=1C=C(C=CC1)C1NC2=C(NC(C1)=O)C=C(C(=C2)C)C(F)(F)F 4-(3-hydroxyphenyl)-7-methyl-8-(trifluoromethyl)-4,5-dihydro-1H-benzo[b][1,4]diazepin-2(3H)-one